IC(C(=O)OC)Cl methyl iodochloroacetate